tert-butyl N-tert-butoxycarbonyl-N-[3-fluoro-4-[[5-(3-fluoro-4-methyl-phenoxy)-4-methyl-3-pyridyl]methyl]-2-pyridyl]carbamate C(C)(C)(C)OC(=O)N(C(OC(C)(C)C)=O)C1=NC=CC(=C1F)CC=1C=NC=C(C1C)OC1=CC(=C(C=C1)C)F